C(C=C)SCCCOC(N(C)C)=O 3-(allylthio)propyldimethylcarbamate